C1(CC1)OC=1C(=C(C=C2C(=NC(=NC12)OC[C@H]1N(CCC1)C)N1CCN(CC1)C(C=C)=O)OC)C1=C2C=NNC2=CC=C1C 1-(4-(8-cyclopropoxy-6-methoxy-7-(5-methyl-1H-indazol-4-yl)-2-(((S)-1-methylpyrrolidin-2-yl)methoxy)quinazolin-4-yl)piperazin-1-yl)prop-2-en-1-one